O1C=CC=2C=C3C(=CNC3=CC21)CCN(C)C 2-(7H-furo[3,2-f]indol-5-yl)-N,N-dimethylethan-1-amine